FC1(OC2=C(O1)C=CC=C2COC2=NN=C(S2)N)F 5-((2,2-difluorobenzo[d][1,3]dioxol-4-yl)methoxy)-1,3,4-thiadiazol-2-amine